SC1=NN(C(=N1)N=S(C)(C)=C=O)C ((3-mercapto-1-methyl-1H-1,2,4-triazol-5-yl)imino)dimethyl-lambda6-Thioketone